1-(1-(methylsulfonyl)piperidin-3-yl)-6-(pyridin-4-yl)-1H-benzo[d]imidazole CS(=O)(=O)N1CC(CCC1)N1C=NC2=C1C=C(C=C2)C2=CC=NC=C2